S1C=C(C=C1)CCNC([C@@H](NN=C=O)C)=O isocyanatoalanine (2-thiophen-3-ylethyl) amide